C(#N)C(CC(C(=O)O)SC(=S)SCCCCCCCCCCCC)C 4-cyano(dodecylthio-thiocarbonyl)sulfanylpentanoic acid